(S)-2-((3-(((6-((4-cyano-2-fluorobenzyl)oxy)pyridin-2-yl)amino)methyl)azetidin-1-yl)methyl)-1-(oxetan-2-ylmethyl)-1H-benzo[d]imidazole-6-carboxylic acid C(#N)C1=CC(=C(COC2=CC=CC(=N2)NCC2CN(C2)CC2=NC3=C(N2C[C@H]2OCC2)C=C(C=C3)C(=O)O)C=C1)F